BrC1=CC=C(C=C1)N1CC(C1)O 1-(4-bromophenyl)azetidine-3-ol